N1(CCC1)C1CCN(CC1)C1=C(C=C(C=C1)NC=1N=C(C2=C(N1)SC=C2C)NC2=CC=CC(=N2)C(C(F)(F)F)(C)O)OC 2-(6-((2-((4-(4-(azetidin-1-yl)piperidin-1-yl)-3-methoxyphenyl)amino)-5-methylthieno[2,3-d]pyrimidin-4-yl)amino)pyridin-2-yl)-1,1,1-trifluoropropan-2-ol